7-chloro-1-(2-methoxy-3-(1-methyl-1H-1,2,4-triazol-3-yl)phenyl)pyrido[3,4-d]pyridazin ClC1=CC=2C(=CN=NC2C2=C(C(=CC=C2)C2=NN(C=N2)C)OC)C=N1